C(=C)C1=CC=CC2=C1N=NS2 vinyl-benzothiadiazol